1-(5-fluoro-2-methoxy-4-((1R,3R)-3-(trifluoromethoxy)cyclobutyl)phenyl)-N-(isoxazol-3-yl)-2-oxo-1,2-dihydroquinoline-6-sulphonamide FC=1C(=CC(=C(C1)N1C(C=CC2=CC(=CC=C12)S(=O)(=O)NC1=NOC=C1)=O)OC)C1CC(C1)OC(F)(F)F